BrC=1C=C2C=C(C(N(C2=NC1)CC1=CC=C(C=C1)F)=O)C(=O)NC1=CC=C(C=C1)C 6-bromo-1-(4-fluorophenylmethyl)-2-oxo-N-(p-tolyl)-1,2-dihydro-1,8-naphthyridine-3-carboxamide